N1=C(SC2=C1C=CC=N2)S pyrido[3,2-D][1,3]Thiazole-2-thiol